ClC=1C=NN(C1)C1=C(C=C(C=C1)NC(CC1=CC=C(C=C1)C(F)F)=O)S(N)(=O)=O N-[4-(4-chloro-1H-pyrazol-1-yl)-3-sulfamoylphenyl]-2-[4-(difluoromethyl)phenyl]acetamide